COC(=O)C1=CC=C2C(=CNC2=C1)C[C@@H](C)NCC(C)(F)F (R)-3-(2-((2,2-difluoropropyl)amino)propyl)-1H-indole-6-carboxylic acid methyl ester